(6R)-11-[[4-[(2-cyclopropyl-4-pyridyl)oxy]-3,5-difluoro-phenyl]methoxy]-2,8,10-triazatricyclo[6.4.0.02,6]dodeca-1(12),10-dien-9-one C1(CC1)C1=NC=CC(=C1)OC1=C(C=C(C=C1F)COC1=NC(N2C[C@H]3CCCN3C2=C1)=O)F